C(CCCCCC)OC=1C2=CC=CC=C2C(=C2C=CC=CC12)OCCCCCCC 9,10-di(n-heptoxy)anthracene